5-methyl-benzene potassium [K].CC=1C=CC=CC1